ClC1=C(C=C(C=C1)Cl)NC(=O)C1=NN(C=C1)CC N-(2,5-dichlorophenyl)-1-ethyl-1H-pyrazole-3-carboxamide